N-((1r,4r)-4-((4-(5-(cyclopropylmethyl)-1-methyl-1H-pyrazol-4-yl)-5-chloropyrimidin-2-yl)amino)cyclohexyl)pent-4-ynamide C1(CC1)CC1=C(C=NN1C)C1=NC(=NC=C1Cl)NC1CCC(CC1)NC(CCC#C)=O